sulfinyl-dibenzoic acid S(=O)(C1=C(C(=O)O)C=CC=C1)C1=C(C(=O)O)C=CC=C1